3-cyclohexyl-1,2-oxazole-5-carboxylic acid C1(CCCCC1)C1=NOC(=C1)C(=O)O